2-[2-[(5-chloro-1,3-benzothiazol-2-yl)methylcarbamoyl]indan-2-yl]acetic acid ClC=1C=CC2=C(N=C(S2)CNC(=O)C2(CC3=CC=CC=C3C2)CC(=O)O)C1